C(C)(CC)C1C(NC2=C(CN1C(=O)N1CCN(CC1)S(=O)(=O)C)C=CC=C2)=O 3-(sec-butyl)-4-(4-(methylsulfonyl)piperazine-1-carbonyl)-1,3,4,5-tetrahydro-2H-benzo[1,4]diazepin-2-one